1-dimethylbutyl-dimethylimidazole CC(CCC)(N1C(=NC(=C1)C)C)C